FC(C[C@H](C(=O)NC1=NC=CC(=C1)C1=C(C2=NC(=CC=C2N1)F)C1=NC=CC(=C1)F)C1=CC=C(C=C1)F)F (2S)-4,4-difluoro-N-{4-[5-fluoro-3-(4-fluoropyridin-2-yl)-1H-pyrrolo[3,2-b]pyridin-2-yl]pyridin-2-yl}-2-(4-fluorophenyl)butanamide